O1CCC12CCN(CC2)C2=C(C=C(C=C2)C(F)(F)F)NS(=O)(=O)C=2C=C(C(=O)O)C=CC2OC 3-(N-(2-(1-oxa-7-azaspiro[3.5]nonan-7-yl)-5-(trifluoromethyl)phenyl)sulfamoyl)-4-methoxybenzoic acid